(1R,2S,5S)-6,6-dimethyl-N-((S)-1-oxo-3-((S)-2-oxopyrrolidin-3-yl)propan-2-yl)-3-(1-phenylcyclopropanecarbonyl)-3-azabicyclo[3.1.0]hexane-2-carboxamide CC1([C@H]2CN([C@@H]([C@@H]12)C(=O)N[C@H](C=O)C[C@H]1C(NCC1)=O)C(=O)C1(CC1)C1=CC=CC=C1)C